O1COC(C1)C(=O)N 1,3-dioxolan-4-carboxamide